CC1=CC(=C(C=2C=CNC12)C=O)C(F)(F)F 7-methyl-5-(trifluoromethyl)-1H-indole-4-carbaldehyde